C(C)(C)(C)C=1N=CN(C1)C[C@@H]1[C@@H]([C@H]([C@H]([C@H](O1)CO)O)N1N=NC(=C1)C1=CC(=C(C(=C1)F)F)F)OC (2R,3R,4S,5R,6R)-6-((4-(tert-butyl)-1H-imidazol-1-yl)methyl)-2-(hydroxymethyl)-5-methoxy-4-(4-(3,4,5-trifluorophenyl)-1H-1,2,3-triazol-1-yl)tetrahydro-2H-pyran-3-ol